CN1C2=C(C=3C=CC(=CC13)C1=CC=C(C=C1)N1CC(C1)OC1CCN(CC1)C(=O)OCC1=CC=CC=C1)C=NC=C2 benzyl 4-[[1-(4-[5-methylpyrido[4,3-b]indol-7-yl]phenyl)azetidin-3-yl]oxy]piperidine-1-carboxylate